N-[(1S,2S)-2-Hydroxycyclohexyl]-4-[4-(3-hydroxypyridin-4-yl)-benzyl]-pyrrolo[1,2-b]pyridazine-2-carboxamide O[C@@H]1[C@H](CCCC1)NC(=O)C=1C=C(C=2N(N1)C=CC2)CC2=CC=C(C=C2)C2=C(C=NC=C2)O